ClC=1C=C(C=CC1OC(F)F)NC=1C2=C(N=CN1)C=CC(=N2)N2CCN(CC2)C(C=C)=O 1-(4-(4-((3-Chloro-4-(difluoromethoxy)phenyl)amino)pyrido[3,2-d]pyrimidin-6-yl)piperazin-1-yl)prop-2-en-1-one